(+)-tetrahydrofurfurylamine C(C1CCCO1)N